2-(2-hydroxy-4-propoxy-5-methylphenyl)-4,6-bis(2,4-di-tert-butylphenyl)s-triazine OC1=C(C=C(C(=C1)OCCC)C)C1=NC(=NC(=N1)C1=C(C=C(C=C1)C(C)(C)C)C(C)(C)C)C1=C(C=C(C=C1)C(C)(C)C)C(C)(C)C